N-(3-chloro-5-(methylsulfonamido)phenyl)-5-(3-fluoro-5-(trifluoromethyl)pyridin-2-yl)-1-methyl-1H-pyrrole-3-carboxamide ClC=1C=C(C=C(C1)NS(=O)(=O)C)NC(=O)C1=CN(C(=C1)C1=NC=C(C=C1F)C(F)(F)F)C